FC1=C(C=C(C=C1)F)[C@@H]1N(C[C@H](C1)F)C1=NNC2=NC=C(C=C21)C=2N=NNN2 3-((2R,4S)-2-(2,5-difluorophenyl)-4-fluoropyrrolidin-1-yl)-5-(2H-tetrazol-5-yl)-1H-pyrazolo[3,4-b]pyridine